NC([C@@H](CC(=O)OCC1=CC=CC=C1)NC(=O)OC(C)(C)C)=O benzyl (R)-4-amino-3-((tert-butoxy carbonyl) amino)-4-oxobutanoate